(R)-N-(4-(4-(1-methyl-1H-1,2,4-triazol-5-yl)phenyl)-5,6,7,8-tetrahydroisoquinolin-8-yl)propanamide CN1N=CN=C1C1=CC=C(C=C1)C1=CN=CC=2[C@@H](CCCC12)NC(CC)=O